heptadecane-2,4-dione CC(CC(CCCCCCCCCCCCC)=O)=O